(R)-N-(1-(3-(cyclopropylmethoxy)-4-fluorophenyl)ethyl)-6-(1,3-dioxoisoindolin-2-yl)hexane-1-sulfonamide C1(CC1)COC=1C=C(C=CC1F)[C@@H](C)NS(=O)(=O)CCCCCCN1C(C2=CC=CC=C2C1=O)=O